COC([C@@](C(F)(F)F)(C)NC(=O)OC(C)(C)C)=O |r| rac-2-((tert-butoxycarbonyl)amino)-3,3,3-trifluoro-2-methylpropionic acid methyl ester